dicyclopentadiene diformate zinc [Zn+2].C(=O)[O-].C(=O)[O-].C1=CC=CC1.C1=CC=CC1